5-((6,7-dihydrothieno[3,2-c]pyridin-5(4H)-yl)methyl)-2-(2,4-dioxotetrahydropyrimidine-1(2H)-yl)isoindoline-1,3-dione S1C=CC=2CN(CCC21)CC=2C=C1C(N(C(C1=CC2)=O)N2C(NC(CC2)=O)=O)=O